di(aminomethyl)propane NCC(C)(C)CN